[N+](=O)([O-])C=1C=C(C(=O)OCC)C=CC1F ethyl 3-nitro-4-fluorobenzoate